(1R,2S)-7-((3,5-dimethylisoxazol-4-yl)sulfonyl)-2-((S)-5H-imidazo[5,1-a]isoindol-5-yl)-7-azaspiro[3.5]nonan-1-ol CC1=NOC(=C1S(=O)(=O)N1CCC2(C[C@H]([C@H]2O)[C@@H]2N3C(C4=CC=CC=C24)=CN=C3)CC1)C